tert-butyl (S)-4-(3-(4-bromo-3-(trifluoromethyl)phenoxy)butyl)piperidine-1-carboxylate BrC1=C(C=C(O[C@H](CCC2CCN(CC2)C(=O)OC(C)(C)C)C)C=C1)C(F)(F)F